benzoic acid (2-ethylhexyl) ester C(C)C(COC(C1=CC=CC=C1)=O)CCCC